B(O)(O)[O] borono-oxygen